C(C)N(C=1C=CC=2C(=C3C=CC(C=C3OC2C1)=[N+](CC)CC)C1=C(C=C(C=C1)S(=O)(=O)O)S(=O)(=O)[O-])CC.N1[C@@H](C1)C=O ((S)-aziridin-2-yl)methanone 2-(3-diethylamino-6-diethylazaniumylidene-xanthen-9-yl)-5-sulfo-benzenesulfonate